CC1(OB(OC1(C)C)C1=CCN(CC1)C(=O)OCC1=CC=CC=C1)C benzyl 4-(4,4,5,5-tetramethyl-1,3,2-dioxaborolan-2-yl)-5,6-dihydropyridine-1(2H)-carboxylate